C1(CC1)C=1C=CC=2N(C1)C=C(N2)C2CCC=1N2C(=CN1)C(=O)O 5-(6-cyclopropylimidazo[1,2-a]pyridin-2-yl)-6,7-dihydro-5H-pyrrolo[1,2-a]imidazole-3-carboxylic acid